tert-butyl (2-(1-(4-(4-(4-(2-((tert-butoxycarbonyl)amino)-2-methylpropanoyl)piperazine-1-carboxamido)-2-oxopyrimidin-1(2H)-yl)phenyl)propan-2-yl)octahydro-1H-isoindol-5-yl)carbamate C(C)(C)(C)OC(=O)NC(C(=O)N1CCN(CC1)C(=O)NC1=NC(N(C=C1)C1=CC=C(C=C1)CC(C)N1CC2CCC(CC2C1)NC(OC(C)(C)C)=O)=O)(C)C